(S)-5-((3,3-difluoroazetidin-1-yl)methyl)-2-(1-(6-fluoro-5-methoxypyridin-3-yl)ethyl)-7-((2-(methylamino)-1H-imidazol-1-yl)methyl)-3,4-dihydroisoquinolin-1(2H)-one FC1(CN(C1)CC1=C2CCN(C(C2=CC(=C1)CN1C(=NC=C1)NC)=O)[C@@H](C)C=1C=NC(=C(C1)OC)F)F